Methyl 3-(3-acetoxypropyl)-6-chloro-7-(5-(chloromethyl)-1-(4-methoxybenzyl)-3-methyl-1H-pyrazol-4-yl)-1-methyl-1H-indole-2-carboxylate C(C)(=O)OCCCC1=C(N(C2=C(C(=CC=C12)Cl)C=1C(=NN(C1CCl)CC1=CC=C(C=C1)OC)C)C)C(=O)OC